2,5-bis(5-ethylbenzo[d]oxazol-2-yl)thiophene C(C)C=1C=CC2=C(N=C(O2)C=2SC(=CC2)C=2OC3=C(N2)C=C(C=C3)CC)C1